(S)-(4-amino-2-methylphenyl)(3,4-dimethylpiperazin-1-yl)methanone NC1=CC(=C(C=C1)C(=O)N1C[C@@H](N(CC1)C)C)C